ClC=1C=C(C=C(C1)F)C1=CC(=C2C(C(CCN12)(F)F)O)C(F)(F)F 3-(3-chloro-5-fluorophenyl)-7,7-difluoro-1-(trifluoromethyl)-5,6,7,8-tetrahydroindolizin-8-ol